3-[5-(trifluoromethyl)pyrimidin-2-yl]-3,6-diazabicyclo[3.1.1]heptane FC(C=1C=NC(=NC1)N1CC2NC(C1)C2)(F)F